C(C1=CC=CC=C1)N1C(C=CC(=C1)I)=O 1-benzyl-5-iodopyridin-2(1H)-one